OC1CC2(C1)C[C@H](N(CC2)CC2=C1C=CNC1=C(C=C2OC)C)C2=CC=C(C(=O)O)C=C2 4-((2s,4r,6s)-2-hydroxy-7-((5-methoxy-7-methyl-1H-indol-4-yl)methyl)-7-azaspiro[3.5]nonan-6-yl)benzoic acid